5-bromo-3-phenyl-1-(tetrahydro-2H-pyran-2-yl)-1H-indazole BrC=1C=C2C(=NN(C2=CC1)C1OCCCC1)C1=CC=CC=C1